CN(C1(CCC2(CN(C(N2)=O)C=2C=NC(=NC2)N2CCN(CC2)S(=O)(=O)C)CC1)C1=CC=CC=C1)C 8-(dimethylamino)-3-(2-(4-(methylsulfonyl)piperazin-1-yl)pyrimidin-5-yl)-8-phenyl-1,3-diazaspiro[4.5]decan-2-one